(E)-3-phenylpropyl phenylacrylate C1(=CC=CC=C1)C(C(=O)OCCCC1=CC=CC=C1)=C